2-[(2S)-2-[(2-formyl-3-hydroxyphenoxy)methyl]piperidine-1-carbonyl]-6-(propan-2-yloxy)benzaldehyde C(=O)C1=C(OC[C@H]2N(CCCC2)C(=O)C2=C(C=O)C(=CC=C2)OC(C)C)C=CC=C1O